benzofuranylsulfonyl chloride O1C(=CC2=C1C=CC=C2)S(=O)(=O)Cl